3-(5-fluoro-2-methoxyphenyl)-5-(2-methoxypyridin-4-yl)pyrazolo[1,5-a]pyrimidine FC=1C=CC(=C(C1)C=1C=NN2C1N=C(C=C2)C2=CC(=NC=C2)OC)OC